OC(C)(C1=CC=CC=C1)C1=CN=C(S1)NC(C(C)C)=O N-[5-(1-hydroxy-1-phenyl-ethyl)thiazol-2-yl]-2-methyl-propionamide